ClC1=C(C=C(C=C1)N1CC(C2=NC(=CC=C21)C(=O)N2C(CN(CC2)C2=CC=C(C=N2)CC(=O)O)(C)C)(C)C)F 2-(6-(4-(1-(4-chloro-3-fluorophenyl)-3,3-dimethyl-2,3-dihydro-1H-pyrrolo[3,2-b]pyridine-5-carbonyl)-3,3-dimethylpiperazin-1-yl)pyridin-3-yl)acetic acid